C(C)(C)(C)[Si](OCC=1N=C(SC1S(=O)(=O)N)C(C)(C)O)(C)C 4-[[(tertbutyldimethylsilyl)oxy]methyl]-2-(2-hydroxypropan-2-yl)-1,3-thiazole-5-sulfonamide